N[C@H]1CC=CC[C@@H]1C1=C(C2=NC(=CC(=C2S1)NCC=1SC=CC1)Cl)C=C=C |r| rac-2-((1S,6S)-6-Aminocyclohex-3-en-1-yl)-5-chloro-3-(propa-1,2-dien-1-yl)-N-(thiophen-2-ylmethyl)thieno[3,2-b]pyridin-7-amine